FC1=CC=C(C=N1)C=1C=C(C=C2N=CC=NC12)NCC(C)C 8-(6-Fluoropyridin-3-yl)-N-isobutylquinoxalin-6-amine